(R)-(6-((5-bromo-2-((3-isopropyl-1,2,3,4,4a,5-hexahydrobenzo[b]pyrazino[1,2-d][1,4]oxazin-8-yl)amino)pyrimidin-4-yl)amino)quinoxalin-5-yl)dimethylphosphine oxide BrC=1C(=NC(=NC1)NC=1C=CC2=C(OC[C@@H]3N2CCN(C3)C(C)C)C1)NC=1C(=C3N=CC=NC3=CC1)P(C)(C)=O